[3-(methoxymethoxy)-8-(2-triisopropylsilylethynyl)-1-naphthyl] acetate C(C)(=O)OC1=CC(=CC2=CC=CC(=C12)C#C[Si](C(C)C)(C(C)C)C(C)C)OCOC